C(C)(C)N1C(C=CC(=C1)C1=NC(=NC=C1F)NC1=CC=C(C=C1)S(=O)(=O)C)=O 1-isopropyl-5-(2-(4-(methylsulfonyl)phenyl)amino-5-fluoropyrimidin-4-yl)-pyridin-2(1H)-one